FC=1C=C(C(=NC1)[C@@H](C1(CCCC1)C)NC1=C(C(C1=O)=O)NC1=C(C(=NC=C1)C(=O)N(C)C)O)C (R)-4-((2-(((5-fluoro-3-methylpyridin-2-yl)(1-methylcyclopentyl)methyl)amino)-3,4-dioxocyclobut-1-en-1-yl)amino)-3-hydroxy-N,N-dimethylpicolinamide